(R)-3H-spiro[benzofuran-2,4'-piperidine]-3-amine dihydrochloride Cl.Cl.N1CCC2(CC1)OC1=C([C@H]2N)C=CC=C1